1,3,3,5,7-Pentamethyl-5-(pyridin-3-yl)octahydrobenzo[c]isoxazol CN1OC(C2C1C(CC(C2)(C=2C=NC=CC2)C)C)(C)C